ClC1=C(C=C(C=C1)NC(NC1=CC(=CC=C1)C(F)(F)F)=O)NC(=O)C1=CN=CN1C N-[2-chloro-5-({[3-(trifluoromethyl)phenyl]carbamoyl}amino)phenyl]-1-methyl-1H-imidazole-5-carboxamide